C(#N)CC1=CC=C(C=C1)NC(=O)C12CC3(CC(CC(C1)C3)C2)C2=CC=C(C=C2)Cl 3-(4-Chloro-phenyl)-adamantane-1-carboxylic acid (4-cyanomethyl-phenyl)-amide